C(C)OC1=CN=CC(=N1)C1=CC=CC=N1 6-(6-ethoxypyrazin-2-yl)pyridin